C1(CC1)C1=CC(=CC(=N1)C(=O)OC)OC(F)F methyl 6-cyclopropyl-4-(difluoromethoxy)pyridine-2-carboxylate